phenyl-(1-phenylvinyl)silane methyl-2-(chloromethyl)-3-[(3S)-oxolan-3-ylmethyl]-1,3-benzodiazole-5-carboxylate COC(=O)C1=CC2=C(N=C(N2C[C@H]2COCC2)CCl)C=C1.C1(=CC=CC=C1)[SiH2]C(=C)C1=CC=CC=C1